(Oxacyclohex-2-yloxy)-5H,6H,7H-pyrano[3,2-d][1,3]thiazole O1C(CCCC1)OC=1SC2=C(N1)CCCO2